NC(CCN)N 1,3-diaminopropylamine